S1C=NC2=C1C=CC(=C2)C(C)N(C(C(=O)O)=O)CC2CCOCC2 2-((1-(benzo[d]thiazol-5-yl)ethyl)((tetrahydro-2H-pyran-4-yl)methyl)amino)-2-oxoacetic acid